ClCC=1OC(=NN1)C1=CC=C(C=C1)OC 2-chloromethyl-5-(4-(methoxy)phenyl)-1,3,4-oxadiazole